diethyl 2-isopropyl-2-ethylsuccinate C(C)(C)C(C(=O)OCC)(CC(=O)OCC)CC